Butyl-5-(diaminomethylene)-3-((5S,7s,10S)-3-methyl-2,4-dioxo-1,3-diazadispiro[4.1.57.15]tridecan-10-yl)pyrimidine-2,4,6(1H,3H,5H)-trione C(CCC)N1C(N(C(C(C1=O)=C(N)N)=O)C1CCC2(CC3(C(N(C(N3)=O)C)=O)C2)CC1)=O